ethylbutyl-1,3-propanediol C(C)C(CCO)(O)CCCC